3-(2-(((6-chloropyrimidin-4-yl)amino)methyl)-6-cyclopropylimidazo[1,2-a]pyridin-8-yl)oxazolidin-2-one ClC1=CC(=NC=N1)NCC=1N=C2N(C=C(C=C2N2C(OCC2)=O)C2CC2)C1